C(CCCCC)C=1C=C(C=2[C@@H]3[C@@H](C(OC2C1)(C)C)CCC(=C3)C)O (6aS,10aS)-3-hexyl-6,6,9-trimethyl-6a,7,8,10a-tetrahydro-6H-benzo[c]chromen-1-ol